Tert-butyl (8aS)-6-chloro-2-((2-(dimethylamino)ethyl)amino)-5-(5-methyl-1H-indazol-4-yl)-8a,9,11,12-tetrahydropyrazino[2',1':3,4][1,4]oxazepino[5,6,7-de]quinazoline-10(8H)-carboxylate ClC1=C2C3=C(N=C(N=C3C=C1C1=C3C=NNC3=CC=C1C)NCCN(C)C)N1[C@H](CO2)CN(CC1)C(=O)OC(C)(C)C